(1R,5R)-5-hydroxycyclohex-3-ene-1-carboxylic acid methyl ester COC(=O)[C@@H]1CC=C[C@@H](C1)O